N2-methyl-N5-(2-oxo-2,3-dihydro-1H-benzo[d]imidazol-5-yl)pyridine-2,5-dicarboxamide CNC(=O)C1=NC=C(C=C1)C(=O)NC1=CC2=C(NC(N2)=O)C=C1